4-((5-((S)-5-amino-5,7-dihydrospiro[cyclopenta[b]pyridin-6,4'-piperidin]-1'-yl)pyrazin-2-yl)thio)-8-methyl-6,6a,7,8-tetrahydro-9H-imidazo[1,5-d]pyrido[3,2-b][1,4]oxazin-9-one N[C@@H]1C=2C(=NC=CC2)CC12CCN(CC2)C=2N=CC(=NC2)SC2=CC=NC1=C2OCC2N1C(N(C2)C)=O